ClC=1C=C(C=NC1N1N=CC=N1)NC(=O)C=1C=NN(C1C(F)(F)F)C1=NC=C(C=C1)F N-(5-Chloro-6-(2H-1,2,3-triazol-2-yl)pyridin-3-yl)-1-(5-fluoropyridin-2-yl)-5-(trifluoromethyl)-1H-pyrazole-4-carboxamide